N1[C@@H](CCC1)C(=O)N1CCN(CC1)C1=C(C=C(CN2C(C(=C(C2O)Cl)Cl)=O)C=C1)N 1-(4-(4-(L-Prolyl)piperazin-1-yl)-3-aminobenzyl)-3,4-dichloro-5-hydroxy-1,5-dihydro-2H-pyrrol-2-one